ClC1=CC(=C(N=N1)OC)C1=CC(=NC=C1C(=O)NC=1SC2=C(N1)CN(C2)C(=O)OC(C)(C)C)C tert-butyl 2-(4-(6-chloro-3-methoxypyridazin-4-yl)-6-methylnicotinamido)-4,6-dihydro-5H-pyrrolo[3,4-d]thiazole-5-carboxylate